m-xylylene diformate C(=O)OCC1=CC(=CC=C1)COC=O